3-(4-Bromophenyl)-4,6-dichloro-7-methoxy-2-methylquinoline BrC1=CC=C(C=C1)C=1C(=NC2=CC(=C(C=C2C1Cl)Cl)OC)C